N1=CN=CC(=C1)[C@H](CC(=O)O)NC(=O)C1CC(C1)CCC1=NC=2NCCCC2C=C1 (S)-3-(pyrimidin-5-yl)-3-((1S,3S)-3-(2-(5,6,7,8-tetrahydro-1,8-naphthyridin-2-yl)ethyl)cyclobutanecarboxamido)propionic acid